1-(4-(3-(6-(4-isopropyl-4H-1,2,4-triazol-3-yl)pyridin-2-yl)-2-oxoimidazolidin-1-yl)phenyl)-N-methylpiperidine-4-carboxamide C(C)(C)N1C(=NN=C1)C1=CC=CC(=N1)N1C(N(CC1)C1=CC=C(C=C1)N1CCC(CC1)C(=O)NC)=O